OCCCOC1=CC=C2C(=NN(C2=C1)C)C1C(NC(CC1)=O)=O 3-(6-(3-hydroxypropoxy)-1-methyl-1H-indazol-3-yl)piperidine-2,6-dione